tert-butyl (E)-3-(1-(3-bromo-4-methoxyphenyl)cyclopropyl)acrylate BrC=1C=C(C=CC1OC)C1(CC1)/C=C/C(=O)OC(C)(C)C